tert-butyl N-(5-oxo-12-oxa-3-thia-6-azatricyclo[6.4.1.04,13]trideca-1,4(13),7-trien-7-yl)carbamate O=C1C=2SC=C3OCCCC(=C(N1)NC(OC(C)(C)C)=O)C32